C1N(CC12CNC2)CC2=C(C=C(C=C2OC)C2=CN(C(C1=CN=CC=C21)=O)C)OC 4-(4-[2,6-diazaspiro[3.3]heptan-2-ylmethyl]-3,5-dimethoxyphenyl)-2-methyl-2,7-naphthyridin-1-one